C[C@H]1[C@@H](CN(CC1)C(=O)OC(C)(C)C)C(=O)OC 1-tert-butyl 3-methyl (3S,4R)-4-methylpiperidine-1,3-dicarboxylate